OC1=C(C(/C=C/C2=CC=C(C=C2)N(C)C)=O)C=CC(=C1)O 2',4'-Dihydroxy-4-dimethylaminochalcone